C(C)(C)(C)OC(=O)N1C[C@@H](N(CC1)C=1C=CC=C2C(=NN(C12)C)C=1C(=NC(=CC1)OCC1=CC=CC=C1)OCC1=CC=CC=C1)C.C(C)O[SiH](NC(C)(C)CC)OCC Diethoxy(t-pentylamino)silane tert-butyl-(S)-4-(3-(2,6-bis(benzyloxy)pyridin-3-yl)-1-methyl-1H-indazol-7-yl)-3-methylpiperazine-1-carboxylate